[K+].P(=O)([O-])([O-])OCCCCCCCCCCCC.[K+] lauryl alcohol phosphate potassium salt